N-(2-(dimethylamino)-2-(1-isopropyl-1H-indol-3-yl)ethyl)-1H-indole-4-sulfonamide CN(C(CNS(=O)(=O)C=1C=2C=CNC2C=CC1)C1=CN(C2=CC=CC=C12)C(C)C)C